FC(C1=NN=C(O1)C1=CC=C(CN(S(=O)(=O)CCN2CC3=CC=CC=C3C2)C2=CC=CC=C2)C=C1)F N-(4-(5-(difluoromethyl)-1,3,4-oxadiazol-2-yl)benzyl)-2-(isoindolin-2-yl)-N-phenylethane-1-sulfonamide